2-(2-({2-(1-(2-cyclopropylethyl)-1H-benzo[d]imidazol-2-yl)ethyl}amino)ethyl)-N-((3-fluoropyridin-2-yl)methyl)oxazole-4-carboxamide C1(CC1)CCN1C(=NC2=C1C=CC=C2)CCNCCC=2OC=C(N2)C(=O)NCC2=NC=CC=C2F